C(#N)CCC1=CC=C(C=C1)S(=O)(=O)N 4-(2-cyanoethyl)benzene-1-sulfonamide